CN1C(CC(=C1)C)=O 1,4-dimethyl-4-pyrrolin-2-one